N-[3-(dimethylamino)propyl]-3-{[3-(dimethylamino)propyl]amino}propenamide CN(CCCNC(C=CNCCCN(C)C)=O)C